4-chloro-3-iodo-1-((2-(trimethylsilyl)ethoxy)methyl)-1H-pyrazolo[3,4-d]pyrimidine ClC1=C2C(=NC=N1)N(N=C2I)COCC[Si](C)(C)C